C([C@H]([C@@H](C(=O)COP(=O)(O)O)O)O)C(=O)O The molecule is a ketoaldonic acid phosphate comprising 5-dehydro-2-deoxy-D-gluconic acid having the phosphate group at the 6-position. It is a conjugate acid of a 6-phosphonato-5-dehydro-2-deoxy-D-gluconate(3-).